2-(4-methoxyphenyl)thiophene COC1=CC=C(C=C1)C=1SC=CC1